methyl 2-methyl-5-((6-methylpyridin-3-yl) methoxy)-2H-indazole-3-carboxylate CN1N=C2C=CC(=CC2=C1C(=O)OC)OCC=1C=NC(=CC1)C